Lithium fluoroarsenate [As]([O-])([O-])(=O)F.[Li+].[Li+]